N1(N=CC=C1)C1=CC=C2C(=N1)N(C(=N2)C=2C=NC=CC2)C=2C=C1CC[C@@H](C1=CC2)NC2CCN(CC2)C(C=C)=O (S)-1-(4-((5-(5-(1H-pyrazol-1-yl)-2-(pyridin-3-yl)-3H-imidazo[4,5-b]pyridin-3-yl)-2,3-dihydro-1H-inden-1-yl)amino)piperidin-1-yl)prop-2-en-1-one